tri-(triphenylphosphine) rhodium chloride [Rh](Cl)(Cl)Cl.C1(=CC=CC=C1)P(C1=CC=CC=C1)C1=CC=CC=C1.C1(=CC=CC=C1)P(C1=CC=CC=C1)C1=CC=CC=C1.C1(=CC=CC=C1)P(C1=CC=CC=C1)C1=CC=CC=C1